NC1=NC=NN2C1=CC=C2[C@]2([C@@H]([C@@H]([C@H](O2)CO[P@](=O)(OC2=CC=CC=C2)N[C@H](C(=O)OCC(CC)CC)C)O)O)C#N 2-Ethylbutyl (2S)-2-{[(S)-{[(2R,3S,4R,5R)-5-(4-aminopyrrolo[2,1-f][1,2,4]triazin-7-yl)-5-cyano-3,4-dihydroxytetrahydrofuran-2-yl] methoxy}(phenoxy)phosphoryl]amino}propanoate